N,N1-Bis-benzo[1,3]dioxol-5-yl-6-pyrrolidin-1-yl-[1,3,5]triazine-2,4-diamine O1COC2=C1C=CC(=C2)NC2N(C(=NC(=N2)N)N2CCCC2)C2=CC1=C(OCO1)C=C2